Methyl (3'R,4'S,5'R)-4'-(3-chloro-2-fluorophenyl)-6''-(cyclopropylmethyl)-2''-oxodispiro[cyclohexane-1,2'-pyrrolidine-3',3''-indoline]-5'-carboxylate ClC=1C(=C(C=CC1)[C@H]1[C@@H](NC2(CCCCC2)[C@@]12C(NC1=CC(=CC=C21)CC2CC2)=O)C(=O)OC)F